((tert-Butoxycarbonyl)amino)-2,3-dichloropyridine-4-thiol sodium [Na].C(C)(C)(C)OC(=O)NC=1C(=C(C(=NC1)Cl)Cl)S